2-hydroxy-4-(2-hydroxyethoxy)-2-methyl-phenyl-acetone OC1(C(C=CC(=C1)OCCO)CC(C)=O)C